FCCCCCCCCCCCCCCC fluoro-pentadecane